ClC1=CC=C(C=C1)C1=NOC(=N1)CNC(=O)[C@H]1N(C[C@@H](C1)O)C(CC1=CC(=NO1)C)=O (2S,4R)-N-((3-(4-chlorophenyl)-1,2,4-oxadiazol-5-yl)methyl)-4-hydroxy-1-(2-(3-methylisoxazol-5-yl)acetyl)pyrrolidine-2-carboxamide